N-[4-fluoro-5-[4-[(4-fluorophenyl)methyl]piperazin-1-yl]-2-[rac-(3R,5S)-3,4,5-trimethylpiperazin-1-yl]phenyl]-6-oxo-4-(trifluoromethyl)-1H-pyridine-3-carboxamide FC1=CC(=C(C=C1N1CCN(CC1)CC1=CC=C(C=C1)F)NC(=O)C1=CNC(C=C1C(F)(F)F)=O)N1C[C@H](N([C@H](C1)C)C)C |r|